CC1(O[C@H]2[C@@H](O1)[C@@H]([C@@H]1[C@]2(C1)CSC)N1C2=NC(=NC(=C2N=C1)N)I)C 9-((3aR,3bS,4aS,5R,5aS)-2,2-dimethyl-3b-((methylthio)methyl)hexahydrocyclopropa[3,4]cyclopenta[1,2-d][1,3]dioxol-5-yl)-2-iodo-9H-purin-6-amine